ClC1=CC=CC=2C=3N(C(=NC12)N[C@H]1C(NCCN(C1)C(=O)OCC1=CC=CC=C1)=O)N=C(N3)C=3C=NN(C3)C Benzyl (6R)-6-{[7-chloro-2-(1-methyl-1H-pyrazol-4-yl) [1,2,4]triazolo[1,5-c]quinazolin-5-yl] amino}-5-oxo-1,4-diazacycloheptane-1-carboxylate